sodium tosyl-D-prolinate S(=O)(=O)(C1=CC=C(C)C=C1)N1[C@H](CCC1)C(=O)[O-].[Na+]